NC1=C(C=NN1C(CC)C1CCOCC1)C(=O)O 5-Amino-1-(1-(tetrahydro-2H-pyran-4-yl)propyl)-1H-pyrazole-4-carboxylic acid